O1C(=CC=C1)C=CC(=O)O.OCCCCCCCN1C(CCC1=O)=O N-hydroxyheptylsuccinimide 2-furanacrylate